C(C(C)C)[C@H]1C(N(CCN1C)[C@H](C(=O)N1CCC(CC1)CC(=O)N)CC(C)C)=O (1-{(S)-2-[(S)-3-Isobutyl-4-methyl-2-oxo-1-piperazinyl]-4-methylvaleryl}-4-piperidyl)acetamide